(methylphenyl)Iridium(III) CC1=C(C=CC=C1)[Ir+2]